5-{3-(2,6-Dimethyl-phenyl)-7-[3-hydroxymethyl-4-(4-methyl-piperazin-1-yl)-phenylamino]-2-oxo-3,4-dihydro-2H-pyrimido[4,5-d]pyrimidin-1-yl}-pentanoic acid CC1=C(C(=CC=C1)C)N1C(N(C2=NC(=NC=C2C1)NC1=CC(=C(C=C1)N1CCN(CC1)C)CO)CCCCC(=O)O)=O